CCC(C)(C)[O-].[Li+].N[C@@H]1C2=CC=CC=C2CC12CCN(CC2)C=2C(=NC(=CN2)C#CCCC2=CC=CC=C2)CO (S)-(3-(1-amino-1,3-dihydrospiro[indene-2,4'-piperidin]-1'-yl)-6-(4-phenylbut-1-yn-1-yl)pyrazin-2-yl)methanol lithium t-amoxide